S(O)(O)=O.CC(=O)C Acetone bisulfit